CC1=C(SC=C1)[C@]1([C@@H](CCCC1)O)O (1S,2R)-1-(3-methyl-2-thienyl)cyclohexane-1,2-diol